2-methyl-N-[(pyridin-4-yl)methyl]-8-[4-(trifluoromethyl)phenyl]-2H,8H-pyrazolo[3,4-b]indole-5-carboxamide CN1N=C2N(C3=CC=C(C=C3C2=C1)C(=O)NCC1=CC=NC=C1)C1=CC=C(C=C1)C(F)(F)F